4-(4-((3-chlorobenzyl)amino)-2-(4-(2-(dimethylamino)ethyl)piperazin-1-yl)quinazolin-6-yl)pyridin-2-ol ClC=1C=C(CNC2=NC(=NC3=CC=C(C=C23)C2=CC(=NC=C2)O)N2CCN(CC2)CCN(C)C)C=CC1